BrC=1C(=NC(=NC1)NC1=C(C=C(C(=C1)CC)N1CCC(CC1)N1CCN(CC1)C)OC)NC=1C=C2N=CC=NC2=CC1 6-((5-bromo-2-((5-ethyl-2-methoxy-4-(4-(4-methylpiperazin-1-yl)piperidin-1-yl)phenyl)amino)pyrimidin-4-yl)amino)quinoxalin